methyl 2-((4-iodo-2-fluorophenyl) amino)-1-methyl-6-oxo-4-(2-oxoethyl)-1,6-dihydropyridine-3-carboxylate IC1=CC(=C(C=C1)NC=1N(C(C=C(C1C(=O)OC)CC=O)=O)C)F